bis(diisopropylamino)(2-cyano-2-(isodecyl)ethoxy)phosphine C(C)(C)N(C(C)C)P(OCC(CCCCCCCC(C)C)C#N)N(C(C)C)C(C)C